1-(5-Carbamoylpyridin-2-yl)piperidin-4-yl 4-isopropylpiperazine-1-carboxylate C(C)(C)N1CCN(CC1)C(=O)OC1CCN(CC1)C1=NC=C(C=C1)C(N)=O